6-(8-(benzo[d]thiazol-2-ylcarbamoyl)-5-(3-phosphonopropoxy)-3,4-dihydroisoquinolin-2(1H)-yl)picolinic acid S1C(=NC2=C1C=CC=C2)NC(=O)C=2C=CC(=C1CCN(CC21)C2=CC=CC(=N2)C(=O)O)OCCCP(=O)(O)O